C(C)(=O)[O-].C(C)(=O)[O-].C(CN)N.[Na+].[Na+] sodium ethylenediamine diacetate